3-((3-(3-Methoxyphenyl)-1H-pyrazolo[3,4-b]pyridin-5-yl)amino)phenol COC=1C=C(C=CC1)C1=NNC2=NC=C(C=C21)NC=2C=C(C=CC2)O